N-benzyl-4-(4,4,5,5-tetramethyl-1,3,2-dioxaborolan-2-yl)benzenesulfonamide C(C1=CC=CC=C1)NS(=O)(=O)C1=CC=C(C=C1)B1OC(C(O1)(C)C)(C)C